[(2S,3R,4S,5R)-4,5,6-triacetoxy-2-(fluoromethyl)tetrahydropyran-3-yl]acetate C(C)(=O)O[C@H]1[C@H]([C@H](OC([C@@H]1OC(C)=O)OC(C)=O)CF)CC(=O)[O-]